BrC1=C2CCC(C2=CC=C1)C#N 4-bromo-2,3-dihydro-1H-indene-1-carbonitrile